The molecule is an aporphine alkaloid that is (S)-1,2,9,10-tetrahydroxy-6-methyl-5,6,6a,7-tetrahydro-4H-dibenzo[de,g]quinoline in which the four phenolic hydrogens have been replaced by methyl groups. It has a role as a platelet aggregation inhibitor, a NF-kappaB inhibitor, an antitussive, an antibacterial agent, a muscle relaxant, an antineoplastic agent, a plant metabolite and a rat metabolite. It is an aporphine alkaloid, a polyether, an organic heterotetracyclic compound and a tertiary amino compound. It is a conjugate base of a (S)-glaucine(1+). CN1CCC2=CC(=C(C3=C2[C@@H]1CC4=CC(=C(C=C43)OC)OC)OC)OC